(S)-N-(3-(benzo[d]oxazol-2-yl)-1-((1-cyanocyclopropyl)amino)-1-oxopropan-2-yl)-1-cyclopropyl-3-(difluoromethyl)-1H-pyrazole-4-carboxamide O1C(=NC2=C1C=CC=C2)C[C@@H](C(=O)NC2(CC2)C#N)NC(=O)C=2C(=NN(C2)C2CC2)C(F)F